2',4-dichloro-2,4'-bipyrimidine ClC1=NC=CC(=N1)C1=NC=CC(=N1)Cl